3-(3-cyano-6-(1-methyl-1H-pyrazol-4-yl)pyrazolo[1,5-a]pyridin-4-yl)-N-((6-(4-fluoro-1H-pyrazol-1-yl)pyridin-3-yl)methyl)azetidine-1-carboxamide C(#N)C=1C=NN2C1C(=CC(=C2)C=2C=NN(C2)C)C2CN(C2)C(=O)NCC=2C=NC(=CC2)N2N=CC(=C2)F